O=C(CCC(=O)N[C@H]1C(O)O[C@@H]([C@@H]([C@@H]1O)O)CO)C 2-N-(4-oxopentanoyl)-galactosamine